Lithium 2-fluoro-2-(2-(N-(4-methoxybenzyl)cyclopropanesulfonamido)pyrimidin-4-yl)butanoate FC(C(=O)[O-])(CC)C1=NC(=NC=C1)N(S(=O)(=O)C1CC1)CC1=CC=C(C=C1)OC.[Li+]